C(C\C=C\CCCCCCCCCC)O (E)-3-Tetradecen-1-ol